(2S)-2-amino-3,3-di(cyclobutyl)-N-[1-[(2-oxo-1H-pyridin-3-yl)methyl]pyrazol-4-yl]propanamide N[C@H](C(=O)NC=1C=NN(C1)CC=1C(NC=CC1)=O)C(C1CCC1)C1CCC1